(5R,6S,7S)-4-(3,3-difluorocyclobutoxy)-5,6-difluoro-1-(trifluoromethyl)-6,7-dihydro-5H-cyclopenta[c]pyridin-7-ol FC1(CC(C1)OC=1C2=C(C(=NC1)C(F)(F)F)[C@@H]([C@@H]([C@@H]2F)F)O)F